(2R)-2-amino-1-[4-[(R)-amino(4,5-dichloro-2-hydroxyphenyl)methyl]piperidin-1-yl]-3-hydroxypropan-1-one N[C@@H](C(=O)N1CCC(CC1)[C@H](C1=C(C=C(C(=C1)Cl)Cl)O)N)CO